manganese dioxide aluminum [Al+3].[O-2].[O-2].[Mn+2]